(3-(3-chloro-5-(trifluoromethyl)pyridin-2-yl)-6-fluoro-2-oxo-2,3-dihydrobenzothiazol-5-yl)-3,5-dimethyl-6-thioxo-1,3,5-triazine-2,4-dione ClC=1C(=NC=C(C1)C(F)(F)F)N1C(SC2=C1C=C(C(=C2)F)N2C(N(C(N(C2=S)C)=O)C)=O)=O